2-methoxy-6-[1-(propan-2-yl)piperidin-4-yl]aniline COC1=C(N)C(=CC=C1)C1CCN(CC1)C(C)C